ethyl 1-(2,6-dichloropyridin-4-yl)-3-methylcyclobutane-1-carboxylate ClC1=NC(=CC(=C1)C1(CC(C1)C)C(=O)OCC)Cl